tert-butyl (1-(6-(4-cyano-3-fluorophenyl)-4-methoxy-5-vinylpyridin-2-yl)piperidin-4-yl)carbamate C(#N)C1=C(C=C(C=C1)C1=C(C(=CC(=N1)N1CCC(CC1)NC(OC(C)(C)C)=O)OC)C=C)F